C(C)(C)(C)OC(=O)NC=1C=2N(C3=CC(=C(C=C3N1)F)C(=O)O)C=NC2F 4-((tert-butoxycarbonyl)amino)-3,7-difluoroimidazo[1,5-a]quinoxaline-8-carboxylic acid